3-(3-(2-pyridyl)-4-thiazolinonyl)-N-(4-Boc-piperazinobutyl)benzamide N1=C(C=CC=C1)N1C(SC=C1C=1C=C(C(=O)NCCCCN2CCN(CC2)C(=O)OC(C)(C)C)C=CC1)=O